BrC(C(=O)N(C)C=1C(=C(C=CC1)C1=CC=CC=C1)C#N)(CC)C 2-bromo-N-(2-cyano-[1,1'-biphenyl]-3-yl)-N,2-dimethylbutyramide